ethyl 3-bromo-6-(hydroxymethyl)pyridine-2-carboxylate BrC=1C(=NC(=CC1)CO)C(=O)OCC